methyl 6-sulfanylpyridine-3-carboxylate SC1=CC=C(C=N1)C(=O)OC